C(C)(C)C=1C=C(C=C(C1N1C(=NC2=C1C=CC=C2)C2=C(C(=C(C=C2)C)C2=CC=1C=CC3=CC=CC=C3C1C=C2OC)F)C(C)C)C2=CC=CC=C2 1-(3,5-diisopropyl-[1,1'-biphenyl]-4-yl)-2-(2-fluoro-3-(3-methoxyphenanthren-2-yl)-4-methylphenyl)-1H-benzo[d]imidazole